NC=1C2=C(N=C(N1)C=1N=C(C=3N(C1)C=CN3)CC3CCC(CC3)C)NC(C2(C)C2=CC(=C(C=C2)Cl)O)=O 4-Amino-5-(4-chloro-3-hydroxyphenyl)-5-methyl-2-{8-[(4-methylcyclohexyl)methyl]imidazo[1,2-a]pyrazin-6-yl}-5,7-dihydro-6H-pyrrolo[2,3-d]pyrimidin-6-one